tert-butyl (3R,4R)-4-({7-[5-(2,2-difluoroethyl)pyridin-2-yl]-5-fluoropyrrolo[2,1-f][1,2,4]triazin-2-yl}amino)-3-hydroxypiperidine-1-carboxylate FC(CC=1C=CC(=NC1)C1=CC(=C2C=NC(=NN21)N[C@H]2[C@@H](CN(CC2)C(=O)OC(C)(C)C)O)F)F